(5RS)-2-[2-(4-Methylphenyl)ethyl]-5-(pyrrolidin-1-ylcarbonyl)-5,6,7,8-tetrahydro[1,2,4]triazolo[4,3-a]pyridin-3(2H)-one CC1=CC=C(C=C1)CCN1N=C2N([C@H](CCC2)C(=O)N2CCCC2)C1=O |r|